r-(methacryloyloxy)propylsilane C(C(=C)C)(=O)OCCC[SiH3]